OCC=1SC=CC1B(O)O 2-(HYDROXYMETHYL)THIOPHEN-3-YLBORONIC ACID